C1(CCCCC1)C1CS(CC1)(=O)=O 3-cyclohexyl-tetrahydrothiophene-1,1-dioxide